(3S,4R)-3-chloro-N-[2-[3-(4-dimethylphosphoryl-2-methoxy-anilino)prop-1-ynyl]-3-(2,2,2-trifluoroethyl)benzothiophen-7-yl]-1-methyl-piperidin-4-amine Cl[C@H]1CN(CC[C@H]1NC1=CC=CC=2C(=C(SC21)C#CCNC2=C(C=C(C=C2)P(=O)(C)C)OC)CC(F)(F)F)C